CNC(C1=NC(=C(C=C1)N(C1CN(C1)CC1=CC=2NC(N(C(C2S1)=O)C)=O)C)C)=O N,6-dimethyl-5-(methyl(1-((3-methyl-2,4-dioxo-1,2,3,4-tetrahydrothieno[3,2-d]pyrimidin-6-yl)methyl)azetidin-3-yl)amino)picolinamide